(E)-N,N-bis(3-(dimethylamino)propyl)-1-methyl-4-(1-methyl-4-(4-(2-(quinolin-3-yl)vinyl)benzamido)-1H-pyrrole-2-carboxamido)-1H-pyrrole-2-carboxamide CN(CCCN(C(=O)C=1N(C=C(C1)NC(=O)C=1N(C=C(C1)NC(C1=CC=C(C=C1)\C=C\C=1C=NC2=CC=CC=C2C1)=O)C)C)CCCN(C)C)C